4-([1,1'-biphenyl]-4-yl)-5,5-difluoro-2-(phenylamino)pent-4-enoic acid ethyl ester C(C)OC(C(CC(=C(F)F)C1=CC=C(C=C1)C1=CC=CC=C1)NC1=CC=CC=C1)=O